3-ISOCYANATOPROPYLTRIMETHOXYSILANE N(=C=O)CCC[Si](OC)(OC)OC